2-(4-(5-chloro-2-propionylphenyl)-5-methoxy-2-oxopyridin-1(2H)-yl)-N-(2-cyano-1H-indol-6-yl)-3-phenylpropionamide ClC=1C=CC(=C(C1)C1=CC(N(C=C1OC)C(C(=O)NC1=CC=C2C=C(NC2=C1)C#N)CC1=CC=CC=C1)=O)C(CC)=O